tert-Butyl 4-(4-((3-chloro-4-((1-methyl-1H-pyrazol-3-yl)oxy)phenyl)amino)pyrido[3,2-d]pyrimidin-6-yl)piperazine-1-carboxylate ClC=1C=C(C=CC1OC1=NN(C=C1)C)NC=1C2=C(N=CN1)C=CC(=N2)N2CCN(CC2)C(=O)OC(C)(C)C